O1CCCCC12CCCCC2 oxaspiro[5.5]undecane